ClC1=C(C(=NC(=C1)C)OC)CNC(OCCCC)=O butyl ((4-chloro-2-methoxy-6-methylpyridin-3-yl)methyl)carbamate